BrC=1C2=C(C=3N(C1)N=C(N3)C)COC2 6-bromo-2-methyl-7,9-dihydrofuro[3,4-c][1,2,4]triazolo[1,5-a]pyridine